2-(cyclohexen-1-yl)cyclohexan-1-one C1(=CCCCC1)C1C(CCCC1)=O